2'-(6-methyl-1'H,3H-spiro[furo[3,4-c]pyridine-1,4'-piperidin]-1'-yl)-1,3-dihydro-4'H-spiro[indene-2,5'-[1,3]oxazol]-4'-one CC1=CC2=C(C=N1)COC21CCN(CC1)C=1OC2(C(N1)=O)CC1=CC=CC=C1C2